2-[(2S)-2-(hydroxymethyl)morpholin-4-yl]pyrimidin-5-ol OC[C@@H]1CN(CCO1)C1=NC=C(C=N1)O